COC(C(=CC)CN1CCN(CC1)C1COC1)=O methyl-2-((4-(oxetan-3-yl)piperazin-1-yl)methyl)but-2-enoate